4,4,5,5-tetramethyl-2-(tetrahydropyran-4-ylidenemethyl)-1,3,2-dioxaborolane CC1(OB(OC1(C)C)C=C1CCOCC1)C